CC1(OCC(O1)C1=C2C(=NC=C1)N(N=C2C#N)C2=CC=C(C=C2)S(F)(F)(F)(F)F)C 4-(2,2-dimethyl-1,3-dioxolan-4-yl)-1-(4-(pentafluoro-λ6-sulfaneyl)phenyl)-1H-pyrazolo[3,4-b]pyridine-3-carbonitrile